7-Methoxy-3-methyl-8-(1-methyl-1H-pyrazol-4-yl)-1-quinolin-2-yl-1,3-dihydroimidazo[4,5-c]quinolin-2-one COC=1C(=CC=2C3=C(C=NC2C1)N(C(N3C3=NC1=CC=CC=C1C=C3)=O)C)C=3C=NN(C3)C